BrC=1C=C(C=2N(C1)N=CC2)C=2C=NN(C2)C2OCCCC2 6-Bromo-4-(1-(tetrahydro-2H-pyran-2-yl)-1H-pyrazol-4-yl)pyrazolo[1,5-a]pyridine